BrC1=CC2=C(O[C@H](CN2)CCC(=O)OC)C=C1Cl methyl (S)-3-(6-bromo-7-chloro-3,4-dihydro-2H-benzo[b][1,4]oxazin-2-yl)propanoate